2,5-dichloro-4-(3-phenylpyrrolidin-1-yl)pyrimidine ClC1=NC=C(C(=N1)N1CC(CC1)C1=CC=CC=C1)Cl